benzyl (S)-4-(7-(8-chloronaphthalen-1-yl)-2-((1-(tetrahydro-2H-pyran-4-yl)piperidin-4-yl)oxy)-5,6,7,8-tetrahydropyrido[3,4-d]pyrimidin-4-yl)-2-(cyanomethyl)piperazine-1-carboxylate ClC=1C=CC=C2C=CC=C(C12)N1CC=2N=C(N=C(C2CC1)N1C[C@@H](N(CC1)C(=O)OCC1=CC=CC=C1)CC#N)OC1CCN(CC1)C1CCOCC1